CC(C)C[O-].CC(C)C[O-].C(CCC)N(C(CC(C)=O)=O)CCCC.C(CCC)N(C(CC(C)=O)=O)CCCC.[Ti+4] titanium (IV) bis(N,N-dibutyl-3-oxo-butanamide) diisobutoxide